2-(2-(2-(((1S,2R)-2-((tert-butyldimethylsilyl)oxy)-2,3-dihydro-1H-inden-1-yl)amino)-2-oxoethyl)-5-(5-chloro-2-((oxan-4-yl)amino)pyrimidin-4-yl)-3-oxoisoindolin-1-yl)acetic acid [Si](C)(C)(C(C)(C)C)O[C@H]1[C@H](C2=CC=CC=C2C1)NC(CN1C(C2=CC=C(C=C2C1=O)C1=NC(=NC=C1Cl)NC1CCOCC1)CC(=O)O)=O